FC1=C(C(=C(C=C1OC)OC)F)C=1N=C(C2=C(N1)C=NC(=C2)N[C@H]2[C@H](COC2)NC(C=C)=O)N2CCC(CC2)OC N-((3R,4S)-4-((2-(2,6-difluoro-3,5-dimethoxyphenyl)-4-(4-methoxypiperidin-1-yl)pyrido[3,4-d]pyrimidin-6-yl)amino)tetrahydrofuran-3-yl)acrylamide